OC=1C(C=CN2C1C(N(C1N2C2C3=C(CCC2CC1)C=CC=C3)C)=O)=O Cis-16-hydroxy-2-methyl-2,2a,3,4,4a,5,6,10b-octahydrobenzo[h]pyrido[1',2':1,6][1,2,4]triazino[2,3-a]quinoline-1,15-dione